(3-(fluoranthen-3-yl)phenyl)boronic acid C1=CC(=C2C=CC=C3C4=CC=CC=C4C1=C23)C=2C=C(C=CC2)B(O)O